C(C)(=O)O[C@@H]1CC2CC[C@H]3[C@@H]4CC[C@H]([C@@H](CCCC(C)C)C)[C@]4(CC[C@@H]3[C@]2(CC1)COCOC)C 3β-acetoxy-19-methoxymethyloxy-cholestane